[Zn].[Ho].[Mo].[V] vanadium-molybdenum-holmium-zinc